N-(2-(5-acetyl-3-(2-(5-fluoro-2-methoxyphenyl)-2-oxoethyl)-2,6-dioxo-3,6-dihydropyrimidin-1(2H)-yl)ethyl)isobutyramide C(C)(=O)C1=CN(C(N(C1=O)CCNC(C(C)C)=O)=O)CC(=O)C1=C(C=CC(=C1)F)OC